3-nitro-4,5-dicyanopyrazole [N+](=O)([O-])C1=NNC(=C1C#N)C#N